Cl.CON(C)C methoxydimethylamine hydrochloride